((2S,5R)-4-acryloyl-2,5-dimethylpiperazin-1-yl)-1-(2-isopropyl-6-(methylsulfonyl)phenyl)-6-fluoro-7-(2-fluoro-6-hydroxyphenyl)pyrido[2,3-d]pyrimidin-2(1H)-one C(C=C)(=O)N1C[C@@H](N(C[C@H]1C)C=1C2=C(N(C(N1)=O)C1=C(C=CC=C1S(=O)(=O)C)C(C)C)N=C(C(=C2)F)C2=C(C=CC=C2O)F)C